P(=O)(OCC)(OC(C1=C(C=C(C=C1C)C)C)=O)OC1=CC=CC=C1 ethyl 2,4,6-trimethylbenzoyl phenyl phosphate